C1(=CC=CC2=CC=CC=C12)C1=C2C=CC=CC2=C(C2=CC=CC=C12)B(O)O (10-(naphthalene-1-yl)anthracen-9-yl)boronic acid